β,β,2-trifluoro-5-iodo-benzenepropanoic acid FC(CC(=O)O)(C1=C(C=CC(=C1)I)F)F